8-(2-aminoethyl)-3-[4-[4-[6-chloro-4-(trifluoromethyl)-2-pyridinyl]piperazin-1-yl]sulfonylphenyl]-1-oxa-3,8-diazaspiro[4.5]decan-2-one NCCN1CCC2(CN(C(O2)=O)C2=CC=C(C=C2)S(=O)(=O)N2CCN(CC2)C2=NC(=CC(=C2)C(F)(F)F)Cl)CC1